4-(3-(cyclopropylmethoxy)-4-(difluoromethoxy)phenethyl)piperidin-2-one C1(CC1)COC=1C=C(CCC2CC(NCC2)=O)C=CC1OC(F)F